CC=1C=C(C(=O)N(NC(=O)C2=C(C3=C(OCCO3)C=C2)CC)C(C(C)(C)C)CC)C=C(C1)C 5-ethyl-2,3-dihydro-benzo[1,4]dioxine-6-carboxylic acid N'-(3,5-dimethyl-benzoyl)-N'-(1-ethyl-2,2-dimethyl-propyl)-hydrazide